4-chloro-10-[4-({2-[(2,3-dihydroxypropyl)amino]ethyl}amino)-2,6-difluorophenyl]-8-ethyl-9-oxo-6,8,10-triazatricyclo[9.4.0.02,7]pentadeca-1(11),2(7),3,5,12,14-hexaene-13-carbonitrile ClC1=CC=2C=3C=CC(=CC3N(C(N(C2N=C1)CC)=O)C1=C(C=C(C=C1F)NCCNCC(CO)O)F)C#N